diisopropoxy bis(pivaloyl methyl acetate) zirconium [Zr].C(C(C)(C)C)(=O)C(C(=O)OOC(C)C)C.C(C(C)(C)C)(=O)C(C(=O)OOC(C)C)C